FC=1C(=C(C=CC1F)C1C(SC(C1)(C(F)(F)F)C)C(=O)NC=1C=NC(=CC1)S(=O)C)OC 3-(3,4-difluoro-2-methoxyphenyl)-5-methyl-N-(6-(methylsulfinyl)pyridin-3-yl)-5-(trifluoromethyl)tetrahydrothiophene-2-carboxamide